5-chloro-1-isopropyl-3,6-dimethyl-1H-pyrazolo[4,3-b]pyridine ClC1=C(C=C2C(=N1)C(=NN2C(C)C)C)C